6-Bromo-2,7-dimethyl-N-{(1R)-1-[2-methyl-3-(trifluoromethyl)phenyl]ethyl}pyrido[2,3-d]pyrimidin-4-amine BrC1=CC2=C(N=C(N=C2N[C@H](C)C2=C(C(=CC=C2)C(F)(F)F)C)C)N=C1C